C(=O)(O)C1=C(C=CC(=C1)NC(C(=C)C)=O)C=1C2=CC=C(C=C2[O+]=C2C=C(C=CC12)N(CC)CC)N(CC)CC 9-[2-carboxy-4-[(2-methyl-1-oxo-2-propen-1-yl)amino]phenyl]-3,6-bis(diethylamino)xanthylium